3-bromo-1-(3,5-difluorophenoxy)-2-nitrobenzene BrC=1C(=C(C=CC1)OC1=CC(=CC(=C1)F)F)[N+](=O)[O-]